2-[(2S)-1-[(E)-4-Methoxybut-2-enoyl]-4-[7-(8-methyl-1-naphthyl)-2-[[(2R)-1-methylpyrrolidin-2-yl]methoxy]-6,8-dihydro-5H-pyrido[3,4-d]pyrimidin-4-yl]piperazin-2-yl]acetonitrile COC/C=C/C(=O)N1[C@H](CN(CC1)C=1C2=C(N=C(N1)OC[C@@H]1N(CCC1)C)CN(CC2)C2=CC=CC1=CC=CC(=C21)C)CC#N